COC=1C=C(C=CC1OC)[C@@H](C1CCN(CC1)C(=O)C=1C=CC2=C(NC(CO2)=O)C1)C1=NC=CC=C1 |o1:10| 6-[4-[(R or S)-(3,4-Dimethoxyphenyl)-(2-pyridyl)methyl]piperidine-1-carbonyl]-4H-1,4-benzoxazin-3-one